Cl.FC=1C=C(C(=O)N)C=CC1CCO 3-fluoro-4-(2-hydroxyethyl)benzamide hydrochloride